Cl.NC/C(/CN1N=CN(C1=O)CC1=CC=C(S1)C1C(N(C2=NC=CC=C21)C)=O)=C\F [5-(1-[(2E)-2-(aminomethyl)-3-fluoroprop-2-en-1-yl]-5-oxo-1,5-dihydro-4H-1,2,4-triazol-4-ylmethyl)thiophen-2-yl]-1-methyl-1,3-dihydro-2H-pyrrolo[2,3-b]pyridin-2-one hydrochloride